C(C)(C)(C)NC(C(C=1COCCC1)N(C(=O)C=1N=C(SC1)C#C)C1=CC=C(C=C1)C1=CN=CO1)=O N-(2-(tert-butylamino)-1-(5,6-dihydro-2H-pyran-3-yl)-2-oxoethyl)-2-ethynyl-N-(4-(oxazol-5-yl)phenyl)thiazole-4-carboxamide